OC(C)(C)C=1C=C(SC1)[S@@](=O)(N)=NC(NC1=C2C(=NC(=C1C(C)C)C)CCC2)=O (R)-4-(2-Hydroxypropan-2-yl)-N'-((3-isopropyl-2-methyl-6,7-dihydro-5H-cyclopenta[b]pyridin-4-yl)carbamoyl)thiophene-2-sulfonimidamide